C1(CC1)C(=O)N1CCC(CC1)N1N=CC(=C1)[N+](=O)[O-] Cyclopropyl(4-(4-nitro-1H-pyrazol-1-yl)piperidin-1-yl)methanone